2-[(E)-2-(4-methoxyphenyl)ethenyl]-3-(methylamino)imidazo[1,2-a]pyridine-7-carbonitrile COC1=CC=C(C=C1)/C=C/C=1N=C2N(C=CC(=C2)C#N)C1NC